N1=CC=C2N1C=C(C=C2)C2CC(CC2)O 3-{pyrazolo[1,5-a]pyridin-6-yl}cyclopentan-1-ol